(E)-3-(pyrrolidin-2-yl)acrylamide N1C(CCC1)/C=C/C(=O)N